CC1=NOC2=C1C=C(C=C2)CN (3-methyl-1,2-benzoxazol-5-yl)methan-amine